4-chloro-5-(4-fluorophenyl)-6-methylpyridazine-3-carboxylic acid methyl ester COC(=O)C=1N=NC(=C(C1Cl)C1=CC=C(C=C1)F)C